CC(C)(CCCCCCCCCCCCCCCC)C1=CNC(O1)=O 5-(2-methyloctadecan-2-yl)oxazol-2(3H)-one